NC1=NC=CC(=C1)CN1C(N(C([C@@H]1C(C)C)=O)C1=CC=C(C=C1)S(=O)(=O)C(F)(F)F)=O (S)-1-((2-aminopyridin-4-yl)methyl)-5-isopropyl-3-(4-((trifluoromethyl)sulfonyl)phenyl)imidazolidine-2,4-dione